4-benzyl-3-oxo-3,4-dihydro-2H-thieno[3,2-b][1,4]thiazine-6-carboxylic acid C(C1=CC=CC=C1)N1C2=C(SCC1=O)C=C(S2)C(=O)O